CNC1COCC2=NC(=CC=C21)C#N 5-(methylamino)-5,8-dihydro-6H-pyrano[3,4-b]Pyridine-2-carbonitrile